ClC1=NC=C(C(=C1)OC1CC1)C=1C=NN(C1)C 2-chloro-4-cyclopropyloxy-5-(1-methyl-1H-pyrazol-4-yl)pyridine